BrC=1C=C(CN2C(=C(C3=C2N=CN(C3=N)[C@@H]3CC[C@H](CC3)O)C3=CC=CC=C3)C3=CC=CC=C3)C=CC1 trans-4-(7-(3-Bromobenzyl)-4-imino-5,6-diphenyl-4,7-dihydro-3H-pyrrolo[2,3-d]pyrimidin-3-yl)cyclohexanol